O1C(CCCC1)ONC(=O)C=1C(=C(C=CC1C(C(=O)O)=C)C1=CC=CC=C1)OC [(tetrahydropyran-2-yloxycarbamoyl)-methoxyl-biphenyl-4-yl]-acrylic acid